phosphite compound with ethylene glycol C(CO)O.P(O)(O)O